N(=C=O)CCC1CC2CCC1C2 6-(2-isocyanatoethyl)-bicyclo[2.2.1]-heptane